CN1C2=CC=CC=C2C2C(CCCC12)=O N-methyl-4-oxo-tetrahydrocarbazole